CCCCCCC(C)C=O Octane-7-carbaldehyde